C(CCCCCCC)C1C=CC(O1)=O 5-octylfuran-2(5H)-one